4-(tert-butoxy)-2-chloropyrimidine C(C)(C)(C)OC1=NC(=NC=C1)Cl